aluminum titanium-aluminum-vanadium [V].[Al].[Ti].[Al]